ClC=1C(=NC=C(N1)N1CC(CCC1)N1C(N(CC1)C1COC1)=O)C#N 3-Chloro-5-(3-(3-(oxetane-3-yl)-2-oxoimidazolin-1-yl)piperidin-1-yl)pyrazine-2-Formonitrile